CN([C@@H](C(C)C)C(=O)[O-])S(=O)(=O)C methyl(methylsulfonyl)-L-valinate